C(\C=C\C1=CC=C(C=C1)O)(=O)O.[Ni] nickel coumaric acid